benzyl 4-(1-(4-methoxy-2-methyl-4-oxobutan-2-yl)-1H-pyrazol-4-yl)cyclohex-3-enecarboxylate COC(CC(C)(C)N1N=CC(=C1)C1=CCC(CC1)C(=O)OCC1=CC=CC=C1)=O